(2-chloro-5-fluoropyrimidin-4-yl)-3-isopropyl-6-methyl-2-(tetrahydro-2H-pyran-2-yl)-2H-thieno[3,2-c]pyrazole ClC1=NC=C(C(=N1)C1=C(C2=NN(C(=C2S1)C(C)C)C1OCCCC1)C)F